CC1([C@H](C1)C(=O)N1CC2(C1)CN(CC2COCC2=C(C(=CC=C2)C2=CC=C(C=C2)C(F)(F)F)C(=O)O)C(=O)C2=CN=CS2)C 3-(((2-((s)-2,2-dimethylcyclopropane-1-carbonyl)-6-(thiazole-5-carbonyl)-2,6-diazaspiro[3.4]octan-8-yl)methoxy)methyl)-4'-(trifluoromethyl)-[1,1'-biphenyl]-2-carboxylic acid